2-[3-[(1r,3r)-3-[(5-[5-methyl-5H-pyrido[4,3-b]indol-7-yl]pyridin-2-yl)oxy]cyclobutoxy]propoxy]acetaldehyde CN1C2=C(C=3C=CC(=CC13)C=1C=CC(=NC1)OC1CC(C1)OCCCOCC=O)C=NC=C2